N,7-dibenzyl-1-cyclohexylmethyloctahydro-6H-3,6-methanopyrrolo[3,2-c]pyridine-6-carboxamide C(C1=CC=CC=C1)NC(=O)C12C(C3C(CN1)C(CN3CC3CCCCC3)C2)CC2=CC=CC=C2